7a-(4-bromophenyl)-4-methoxy-6-(((2-methoxyethyl)(methyl)amino)methyl)-7-phenyl-5,6,7,7a-tetrahydro-4bH-cyclopenta[4,5]furo[2,3-c]pyridine-4b,5-diol BrC1=CC=C(C=C1)C12C(C3=C(C=NC=C3OC)O1)(C(C(C2C2=CC=CC=C2)CN(C)CCOC)O)O